(S)-10-fluoro-9-((4-((2-hydroxy-1-phenylethyl)amino)-5-(1,3,4-oxadiazol-2-yl)pyrimidin-2-yl)amino)-3,4-dihydro-1H,6H-[1,2,4,5]thiatriazino[5,4-a]indazol-6-one 2,2-dioxide FC=1C(=CC=C2C(N3N(C12)CS(NC3)(=O)=O)=O)NC3=NC=C(C(=N3)N[C@H](CO)C3=CC=CC=C3)C=3OC=NN3